3-butoxybenzylsuccinic acid dimethyl ester COC(C(CC(=O)OC)CC1=CC(=CC=C1)OCCCC)=O